C(C)(C)C1=C(C=C(C=C1OC)C=1OC2=C(C=NC=C2)N1)OC 2-(4-Isopropyl-3,5-dimethoxyphenyl)oxazolo[4,5-c]pyridine